C(#N)C=1C=NN2C1C(=CC(=C2)OCC)C=2C=CC(=NC2)N2CCC(CC2)(CO)NC(C2=C(C=CC(=C2)F)F)=O N-[1-[5-(3-cyano-6-ethoxy-pyrazolo[1,5-a]pyridin-4-yl)-2-pyridyl]-4-(hydroxymethyl)-4-piperidyl]-2,5-difluoro-benzamide